ClC=1C(=NC=CC1)C1(CCC(CC1)=O)C#N 1-(3-Chloropyridin-2-yl)-4-oxocyclohexanecarbonitrile